C(C)C=1N=C(SC1)NC(=O)C=1N(C=CC1)CC1=CC=NC=C1 N-(4-ethylthiazol-2-yl)-1-(pyridin-4-ylmethyl)-1H-pyrrole-2-carboxamide